OC[C@H](C)N1N=CC=C1C1=CC=CC(=N1)NC(=O)C1=NC2=CC=CC=C2C=C1 (S)-N-(6-(1-(1-hydroxy-prop-2-yl)-1H-pyrazol-5-yl)pyridin-2-yl)quinoline-2-carboxamide